C[C@](N)(CO)C(=O)O Alpha-methylserine